platinum-nickel-copper-palladium [Pd].[Cu].[Ni].[Pt]